6-(difluoromethyl)-5-methylnicotinaldehyde FC(C1=NC=C(C=O)C=C1C)F